1-(1-(2-(methoxymethoxy)ethyl)-3-methyl-1H-indazol-5-yl)benzene-1,2-diamine COCOCCN1N=C(C2=CC(=CC=C12)C1(C(C=CC=C1)N)N)C